6-benzyloxy-1,8b-dihydroxy-N,8-dimethoxy-3a-(4-methoxyphenyl)-3-phenyl-2,3-dihydro-1H-cyclopenta[b]benzofuran-2-carboxamide C(C1=CC=CC=C1)OC1=CC2=C(C3(C(O2)(C(C(C3O)C(=O)NOC)C3=CC=CC=C3)C3=CC=C(C=C3)OC)O)C(=C1)OC